5-(2-(((1-(trifluoromethyl)cyclopropyl)methyl)amino)-7H-pyrrolo[2,3-d]pyrimidin-5-yl)pyrazolo[1,5-a]pyridine-3-carboxamide FC(C1(CC1)CNC=1N=CC2=C(N1)NC=C2C2=CC=1N(C=C2)N=CC1C(=O)N)(F)F